OCC=1C=C(C=NC1)N1C[C@H](CCC1)C(C1=CC(=NC=C1)C)NCC=1N(C2=CC=CC=C2C(C1)=O)C {[(3S)-1-[5-(hydroxymethyl)pyridin-3-ylpiperidin-3-yl][(2-methylpyridin-4-yl)methyl]amino]methyl}-1-methyl-1,4-dihydroquinolin-4-one